N-(3-amino-2-hydroxypropyl)-1-(4-((3-(3-fluoro-4-methoxyphenyl)imidazo[1,2-a]pyrazin-8-yl)amino)-2-methylbenzoyl)piperidine-4-carboxamide 2,2,2-trifluoro-acetate FC(C(=O)O)(F)F.NCC(CNC(=O)C1CCN(CC1)C(C1=C(C=C(C=C1)NC=1C=2N(C=CN1)C(=CN2)C2=CC(=C(C=C2)OC)F)C)=O)O